rac-6-(((2S,3R,4R)-1-acetyl-2,3-dimethyl-6-(1,2,3,6-tetrahydropyridin-4-yl)-1,2,3,4-tetrahydroquinolin-4-yl)amino)nicotinonitrile C(C)(=O)N1[C@H]([C@@H]([C@H](C2=CC(=CC=C12)C=1CCNCC1)NC1=NC=C(C#N)C=C1)C)C |r|